C(C)OC(=O)C=1C(=NN(C1)C1CCC2(C(CCC2=O)=O)CC1)OCCCOCC 1-{1,4-Dioxospiro[4.5]dec-8-yl}-3-(3-ethoxypropoxy)-1H-pyrazole-4-carboxylic acid ethyl ester